C1(CC1)C1=NC=NC(=C1C1=NN2C(C(CCC2)OC2=CC=C(C=C2)C=2N(C=C(N2)C(F)(F)F)C(CF)C)=C1)OC 2-(4-cyclopropyl-6-methoxypyrimidin-5-yl)-4-(4-(1-(1-fluoropropan-2-yl)-4-(trifluoromethyl)-1H-imidazol-2-yl)phenoxy)-4,5,6,7-tetrahydropyrazolo[1,5-a]pyridine